(R)-1-(8,9-difluoro-6-oxo-1,4,5,6-tetrahydro-2H-pyrano[3,4-c]isoquinolin-1-yl)-1-methyl-3-(1-(trifluoromethyl)cyclopropyl)urea FC=1C(=CC=2C3=C(NC(C2C1)=O)COC[C@@H]3N(C(=O)NC3(CC3)C(F)(F)F)C)F